(1S,3S)-3-[3-[(2S)-1-(3,4-difluorophenyl)propan-2-yl]-8-(methoxycarbonyl)-3H,6H,7H,8H,9H-imidazo[4,5-h]isoquinolin-2-yl]cyclohexane-1-carboxylic acid FC=1C=C(C=CC1F)C[C@H](C)N1C(=NC2=C1C=CC=1CCN(CC21)C(=O)OC)[C@@H]2C[C@H](CCC2)C(=O)O